C(C)(C)(C)OC(=O)N1CC2=C(C=C(C=C2CC1)C(F)F)O.C(C)(C)OC1=C(N)C=C(C(=C1)N1CCC(CC1)N1CCN(CC1)C)C 2-isopropoxy-5-methyl-4-(4-(4-methylpiperazin-1-yl)piperidin-1-yl)aniline Tert-butyl-6-(difluoromethyl)-8-hydroxy-3,4-dihydroisoquinoline-2(1H)-carboxylate